C(C)OC(=O)CNCCC[Si](OC)(C)C N-(ethoxycarbonyl)methyl-3-aminopropyl-dimethyl-methoxysilane